(2-FLUORO-3-METHYLPHENYL)ACETALDEHYDE FC1=C(C=CC=C1C)CC=O